(S)-3-(4-methoxy-2-pyridyl)-6-methyl-5,6,7,8-tetrahydro-[1,2,4]triazolo[4,3-a]pyrazine COC1=CC(=NC=C1)C1=NN=C2N1C[C@@H](NC2)C